19-palmitoleoyloxy-nonadecanoic acid C(CCCCCCC\C=C/CCCCCC)(=O)OCCCCCCCCCCCCCCCCCCC(=O)O